(4-(methoxycarbonyl)-3-methylphenyl)piperazine-1-carboxylic acid tert-butyl ester hydrochloride Cl.C(C)(C)(C)OC(=O)N1C(CNCC1)C1=CC(=C(C=C1)C(=O)OC)C